octahydro-1H-inden-2-yl-methanol C1C(CC2CCCCC12)CO